CN1N=CC(=C1)C1=CC=C(C=C1)C1=NOC(=C1)C(=O)NC1CC(C1)NC#N 3-[4-(1-methyl-1H-pyrazol-4-yl)phenyl]-N-[(1s,3s)-3-(cyanoamino)cyclobutyl]-1,2-oxazol-5-carboxamide